ONC(C1=CC(=CC=C1)NC1=NC2=C(N1CCOC)C(=CC=C2)OC)=O N-hydroxy-3-((7-methoxy-1-(2-methoxyethyl)-1H-benzo[d]imidazol-2-yl)amino)benzamide